((1H-pyrrolo[3,2-c]pyridin-2-yl)methyl)-2-(5-((dibenzo[b,d]furan-2-ylmethyl)amino)-2-(4-fluorophenyl)-6-oxopyrimidin-1(6H)-yl)acetamide N1C(=CC=2C=NC=CC21)CC(C(=O)N)N2C(=NC=C(C2=O)NCC2=CC1=C(OC3=C1C=CC=C3)C=C2)C2=CC=C(C=C2)F